diisopropyl-Tin diacetate C(C)(=O)[O-].C(C)(=O)[O-].C(C)(C)[Sn+2]C(C)C